2-(cyclopent-1-en-1-yl)-6-methoxynicotinic acid methyl ester COC(C1=C(N=C(C=C1)OC)C1=CCCC1)=O